tert-butyl 5-(hydroxymethyl)-1,2-thiazinane-2-carboxylate 1,1-dioxide OCC1CCN(S(C1)(=O)=O)C(=O)OC(C)(C)C